N[C@@H](CS)C(=O)N[C@@H](CC(N)=O)C(=O)O cysteinyl-asparagin